1,1,1,3,3,7,7,7-octamethyl-5-phenyl-5-[(trimethylsilyl)oxy]tetrasiloxane C[Si](O[Si](O[Si](O[Si](C)(C)C)(O[Si](C)(C)C)C1=CC=CC=C1)(C)C)(C)C